N-(1-hydroxybutan-2-yl)-picolinamide OCC(CC)NC(C1=NC=CC=C1)=O